(1R,3R,3aS,6aS)-4,6-dioxo-3,3a-diphenyl-5-benzyl-octahydropyrrolo[3,4-c]pyrrole O=C1[C@@]2([C@H](C(N1CC1=CC=CC=C1)=O)CN[C@@H]2C2=CC=CC=C2)C2=CC=CC=C2